(6S)-N-(2-Amino-3-fluoro-4-((4-(trifluoromethyl)benzyl)amino)phenyl)-6,7-difluorononanamid NC1=C(C=CC(=C1F)NCC1=CC=C(C=C1)C(F)(F)F)NC(CCCC[C@@H](C(CC)F)F)=O